N-[2-fluoro-5-[2-(2-hydroxyethoxy)-6-(morpholin-4-yl)pyridin-4-yl]-4-methylphenyl]-3-(2,2,2-trifluoroethyl)-2,5-dihydropyrrole-1-carboxamide FC1=C(C=C(C(=C1)C)C1=CC(=NC(=C1)N1CCOCC1)OCCO)NC(=O)N1CC(=CC1)CC(F)(F)F